2-formamido-2-cyanoethyl acetate C(C)(=O)OCC(C#N)NC=O